OCCCC(=O)NCCC[Si](OCC)(OCC)C N-(4-hydroxybutyryl)-gamma-aminopropyl-methyl-diethoxysilane